COC(=O)C1=NC(=CC(=C1)NC(COCC(=O)O)=O)CN1CCOCCOCCN(CCOCCOCC1)CC1=NC(=CC=C1)C(=O)OC [2-({2-(methoxycarbonyl)-6-[(16-{[6-(methoxycarbonyl)pyridin-2-yl]methyl}-1,4,10,13-tetraoxa-7,16-diazacyclooctadecan-7-yl)methyl]pyridin-4-yl}amino)-2-oxoethoxy]acetic acid